4-[4-bromo-3-hydroxy-7-(3-trifluoromethyl-phenyl)-quinolin-2-yl]-4-oxo-butyric acid ethyl ester C(C)OC(CCC(=O)C1=NC2=CC(=CC=C2C(=C1O)Br)C1=CC(=CC=C1)C(F)(F)F)=O